OC1=C(C=C(C=2CCCC12)C=O)C 7-hydroxy-6-methyl-2,3-dihydro-1H-indene-4-carbaldehyde